ClC=1C2=C(N=CN1)C=C(C(=N2)Cl)OC2CC2 4,6-dichloro-7-cyclopropoxy-pyrido[3,2-d]pyrimidine